C(CCCCCCCCC=C)(=O)OCCCCCCC heptyl undecylenate